((2S)-1-((2-(2,6-dioxopiperidin-3-yl)-1,3-dioxoisoindolin-4-yl)oxy)-3,3-dimethylbut-2-yl)acetamide O=C1NC(CCC1N1C(C2=CC=CC(=C2C1=O)OC[C@H](C(C)(C)C)CC(=O)N)=O)=O